C(#N)N1[C@H](C[C@H](C1)OC)C(=O)N(C1=CC=C(C=C1)S(F)(F)(F)(F)F)C(C(=O)N1CN(CC1)C(=O)OC(C)(C)C)C=1C=NC=CC1 tert-butyl 3-[2-[N-[(2R,4R)-1-cyano-4-methoxy-pyrrolidine-2-carbonyl]-4-(pentafluoro-λ6-sulfanyl)anilino]-2-(3-pyridyl)acetyl]imidazolidine-1-carboxylate